C(C=C(C(=O)[O-])CC(=O)[O-])(=O)OCC Ethyl Aconitate